[C@@H]1(CC=CCC1)C[C@@H](C(=O)OCC)NS(=O)(=O)C1=CC=C(C=C1)OC(F)(F)F ethyl (S)-3-((R)-cyclohex-3-en-1-yl)-2-((4-(trifluoromethoxy)phenyl)sulfonamido)propanoate